C(N)(=N)N1CCN(CC1)C1=CC=C(C(=O)NC2=C(C=C(C=C2)N2CCN(CC2)C(N)=N)C)C=C1 4-(4-carbamimidoylpiperazin-1-yl)-N-(4-(4-carbamimidoylpiperazin-1-yl)-2-methylphenyl)benzamide